tertbutyl (3S)-4-{6-[(5-bromo-2-methoxypyridin-3-yl)amino]pyridin-3-yl}-3-methylpiperazine-1-carboxylate BrC=1C=C(C(=NC1)OC)NC1=CC=C(C=N1)N1[C@H](CN(CC1)C(=O)OC(C)(C)C)C